[Si](O)(O)(O)O.C(C(=O)O)(=O)O.C(C(=O)O)(=O)O.C(C(=O)O)(=O)O tris(oxalic acid) silicate